diethylene glycol monoethyl-ethylacetate C(C)C(C(=O)OCCOCCO)CC